O1N=CC(=C1)C1=CC(=C2C=NNC2=C1)OCCOCCCCNCC=1C=C(C(=O)N)C=C(C1)OC(F)(F)F 3-(((4-(2-((6-(isoxazol-4-yl)-1H-indazol-4-yl)oxy)ethoxy)butyl)amino)methyl)-5-(trifluoromethoxy)benzamide